C1=C(C=CC2=CC=CC=C12)C(=O)NC1=CC=CC=C1 2-naphthanilide